(7S,11S,18S)-18-benzyl-7,11-bis(tert-butoxycarbonyl)-2,2-dimethyl-4,9,17,20-tetraoxo-3-oxa-8,10,16,19-tetraazatricosan-23-oic acid C(C1=CC=CC=C1)[C@@H](C(NCCCC[C@H](NC(N[C@@H](CCC(OC(C)(C)C)=O)C(=O)OC(C)(C)C)=O)C(=O)OC(C)(C)C)=O)NC(CCC(=O)O)=O